(1S,3S,4S)-2-[(2R)-2-(3-chloro-2-methyl-anilino)propanoyl]-N-[(1S)-1-cyano-2-[(3S)-2-oxo-3-piperidyl]ethyl]-5,5-difluoro-2-azabicyclo[2.2.2]octane-3-carboxamide ClC=1C(=C(N[C@@H](C(=O)N2[C@@H]3CC([C@H]([C@H]2C(=O)N[C@@H](C[C@H]2C(NCCC2)=O)C#N)CC3)(F)F)C)C=CC1)C